FC1=CC=C(C=C1)CCCC=C 5-(4-fluoro-phenyl)-1-pentene